2-(3-chlorophenyl)-2,2-difluoro-1-phenylethyl ((S)-3-cyclopentyl-1-(((S)-4-(ethylamino)-3,4-dioxo-1-((S)-2-oxopyrrolidin-3-yl)butan-2-yl)amino)-1-oxopropan-2-yl)carbamate C1(CCCC1)C[C@@H](C(=O)N[C@@H](C[C@H]1C(NCC1)=O)C(C(=O)NCC)=O)NC(OC(C(F)(F)C1=CC(=CC=C1)Cl)C1=CC=CC=C1)=O